2-(bromomethyl)-1-chloro-4-(trifluoromethyl)benzene BrCC1=C(C=CC(=C1)C(F)(F)F)Cl